NC1(CCCCC1)C(=O)O aminocyclohexane-1-carboxylic acid